(2e)-heptadecenoic acid ethyl ester C(C)OC(\C=C\CCCCCCCCCCCCCC)=O